5-(2,4-Bis-benzyloxy-5-chlorophenyl)-4-(4-methoxy-phenyl)-isoxazole-3-carboxylic Acid Ethylamide C(C)NC(=O)C1=NOC(=C1C1=CC=C(C=C1)OC)C1=C(C=C(C(=C1)Cl)OCC1=CC=CC=C1)OCC1=CC=CC=C1